tert-butyl (2S,4R)-4-(2,3-dichloro-6-methoxyphenyl)-2-[methoxy(methyl)carbamoyl]piperidine-1-carboxylate ClC1=C(C(=CC=C1Cl)OC)[C@H]1C[C@H](N(CC1)C(=O)OC(C)(C)C)C(N(C)OC)=O